N-((4-Ethyl-5-methylisoxazol-3-yl)methyl)-4,4-difluorocyclohexan-1-amine C(C)C=1C(=NOC1C)CNC1CCC(CC1)(F)F